1-(3-(benzyloxy)propanoyl)-3,4-dihydro-1H-benzo[e][1,4]diazepin-5(2H)-one C(C1=CC=CC=C1)OCCC(=O)N1CCNC(C2=C1C=CC=C2)=O